N-(5-(1H-benzo[d]imidazol-2-yl)-2-methoxyphenyl)-5-(3-fluorophenyl)pyrimidin-2-amine N1C(=NC2=C1C=CC=C2)C=2C=CC(=C(C2)NC2=NC=C(C=N2)C2=CC(=CC=C2)F)OC